COC1=CC=C(CN2C(=NC3=NC=CC=C32)N[C@@H]3C[C@H](CC3)NC3=CC=C(C=N3)N3C(C=CC(=C3)C3=NN=NN3CC3=CC=C(C=C3)OC)=O)C=C1 6'-(((1S,3S)-3-((1-(4-Methoxybenzyl)-1H-imidazo[4,5-b]pyridin-2-yl)amino)cyclopentyl)amino)-5-(1-(4-methoxybenzyl)-1H-tetrazol-5-yl)-2H-[1,3'-bipyridin]-2-one